tert-Butyl 4-(2-(2-bromo-4-chloro-N-(4-methoxybenzyl)butanamido)-1-hydroxyethyl)piperidine-1-carboxylate BrC(C(=O)N(CC1=CC=C(C=C1)OC)CC(O)C1CCN(CC1)C(=O)OC(C)(C)C)CCCl